tert-butyl N-[4-methylsulfonyl-2-(trifluoromethyl)phenyl]carbamate CS(=O)(=O)C1=CC(=C(C=C1)NC(OC(C)(C)C)=O)C(F)(F)F